C(CCC)[C@H]1C(N(CCN1)[C@H](C(=O)N1CCC(CC1)CC(=O)N)CCC)=O (1-{(S)-2-[(S)-3-Butyl-2-oxo-1-piperazinyl]valeryl}-4-piperidyl)acetamide